5-(Cyclopentanamido)-2-ethoxy-N-(3-(thiazol-2-yl)benzyl)benzamide C1(CCCC1)C(=O)NC=1C=CC(=C(C(=O)NCC2=CC(=CC=C2)C=2SC=CN2)C1)OCC